(R)-1-(3-(2-(tert-butoxy)-2-oxoethoxy)phenyl)-3-(2,3,5-trimethoxyphenyl)propyl (S)-1-(4-(acryloyloxy)-3,3-dimethyl-2-oxobutanoyl)piperidine-2-carboxylate C(C=C)(=O)OCC(C(C(=O)N1[C@@H](CCCC1)C(=O)O[C@H](CCC1=C(C(=CC(=C1)OC)OC)OC)C1=CC(=CC=C1)OCC(=O)OC(C)(C)C)=O)(C)C